P(=O)([O-])([O-])[O-].[O+2].P(=O)([O-])([O-])[O-].[O+2].[O+2] oxygen phosphate